2-((3-oxomorpholino)methyl)-1H-imidazo[4,5-c]quinolin O=C1COCCN1CC=1NC2=C(C=NC=3C=CC=CC23)N1